tert-butyl {2-[5-({[tert-butyl(dimethyl)silyl]oxy}methyl)-1H-pyrazol-1-yl]-3-fluorophenyl}quinolin-3-ylcarbamate [Si](C)(C)(C(C)(C)C)OCC1=CC=NN1C1=C(C=CC=C1F)N(C(OC(C)(C)C)=O)C=1C=NC2=CC=CC=C2C1